2,6-dihydroxy-5'-methyl-4-pentyl-2'-(prop-1-en-2-yl)-N-(pyridin-3-yl)-[1,1'-biphenyl]-3-sulfonamide OC1=C(C(=CC(=C1S(=O)(=O)NC=1C=NC=CC1)CCCCC)O)C1=C(C=CC(=C1)C)C(=C)C